ClC1=CC(=C(C=2OC3(CCC(CC3)CN(C)C)OC21)C)C(=O)O (2r,4'r)-4-chloro-4'-[(dimethylamino)methyl]-7-methylspiro[1,3-benzodioxole-2,1'-cyclohexane]-6-carboxylic acid